10-Chloro-2-[2-(3-chloro-2-pyridyl)-5-methoxy-pyrazol-3-yl]benzo[g][3,1]benzoxazin-4-one ClC1=C2C(=CC=3C(OC(=NC31)C=3N(N=C(C3)OC)C3=NC=CC=C3Cl)=O)C=CC=C2